C(=O)(O)C[Co] carboxylmethyl-cobalt